NC1=C(C(OC2=CC=CC=C12)=O)C amino-methyl-coumarin